cyclopentyl (2S)-2-methylpyrrolidine-1-carboxylate C[C@@H]1N(CCC1)C(=O)OC1CCCC1